2,5-dichloro-N-(4-(trifluoromethyl)benzyl)pyrimidin-4-amine ClC1=NC=C(C(=N1)NCC1=CC=C(C=C1)C(F)(F)F)Cl